butyl (((2S,3R,4R)-4-(6-carbamoyl-2-fluoro-3-methoxyphenyl)-5-chloro-6-fluoro-3-(hydroxymethyl)-2-phenyl-2,3-dihydrobenzofuran-2-yl)methyl)(methyl)carbamate C(N)(=O)C1=CC=C(C(=C1C1=C(C(=CC2=C1[C@@H]([C@](O2)(C2=CC=CC=C2)CN(C(OCCCC)=O)C)CO)F)Cl)F)OC